(S)-N-(1'-(2-(1,1-difluoroethyl)-6-(tetrahydrofuran-3-yl)pyrimidin-4-yl)-1',2'-dihydrospiro[cyclopropane-1,3'-pyrrolo[3,2-c]pyridin]-6'-yl)acetamide FC(C)(F)C1=NC(=CC(=N1)N1CC2(C=3C=NC(=CC31)NC(C)=O)CC2)[C@H]2COCC2